ClC=1C=C(C=CC1F)C(C=1NC(=C(N1)S(=O)(=O)C)C)OCC12COC(C1)(C2)C 2-[(3-chloro-4-fluorophenyl)-[(1-methyl-2-oxabicyclo[2.1.1]hexan-4-yl)methoxy]methyl]-5-methyl-4-methylsulfonyl-1H-imidazole